2-butoxy-7-(4-(piperazin-1-yl)-3-propoxybenzyl)imidazo[2,1-f][1,2,4]triazin-4-amine C(CCC)OC1=NN2C(C(=N1)N)=NC=C2CC2=CC(=C(C=C2)N2CCNCC2)OCCC